N1(CCCCC1)CCOC1=CC=C(C(=O)NC2=C(C=CC=C2)C2=CC(=NN2)C(F)(F)F)C=C1 4-(2-(piperidin-1-yl)ethoxy)-N-(2-(3-(trifluoromethyl)-1H-pyrazol-5-yl)phenyl)benzamide